(2S,3S)-1,2,3-butanetriol C([C@@H]([C@H](C)O)O)O